3-(5-(3,5-dimethylisoxazol-4-yl)-1-((3-methyloxetan-3-yl)methyl)-1H-pyrrolo[2,3-b]pyridin-3-yl)benzoic acid CC1=NOC(=C1C=1C=C2C(=NC1)N(C=C2C=2C=C(C(=O)O)C=CC2)CC2(COC2)C)C